1-(4-nitropiperidin-1-yl)ethan-1-one [N+](=O)([O-])C1CCN(CC1)C(C)=O